((2-((tert-butoxycarbonyl)amino)-1,1-difluoroethyl)sulfonyl)acetic acid C(C)(C)(C)OC(=O)NCC(F)(F)S(=O)(=O)CC(=O)O